NC1=CC=C(N=N1)N1CCN(CC1)C(=O)OC(C)(C)C tert-Butyl 4-(6-aminopyridazin-3-yl)piperazine-1-carboxylate